C(C)(C)(C)C1=CC=C(C=C1)N(C(=O)[C@@H]1NCCC1)C(C(=O)NC1CCCCC1)C=1C=NC=C(C1)F (2R)-N-(4-(tert-butyl)phenyl)-N-(2-(cyclohexylamino)-1-(5-fluoropyridin-3-yl)-2-oxoethyl)pyrrolidine-2-carboxamide